C(C=C)(=O)N1CCN(CC1)C1=C(N=C2N1C=C(C(=C2)C2=C(C=CC=C2OC)F)Cl)NC(C)=O N-(3-(4-acryloylpiperazin-1-yl)-6-chloro-7-(2-fluoro-6-methoxyphenyl)imidazo[1,2-a]pyridin-2-yl)acetamide